C1(CC1)C1=C(C(=NC=N1)O)C1=NC=C2C(=N1)N(N=C2)CC2=C(C=C(C=C2)C=2N(C=C(N2)C(F)(F)F)C(C)C)C#CCO 6-cyclopropyl-5-(1-(2-(3-hydroxyprop-1-yn-1-yl)-4-(1-isopropyl-4-(trifluoromethyl)-1H-imidazol-2-yl)benzyl)-1H-pyrazolo[3,4-d]pyrimidin-6-yl)pyrimidin-4-ol